1,2-dimethyl-4-oxo-1,4-dihydroquinoline-3-carboxamide CN1C(=C(C(C2=CC=CC=C12)=O)C(=O)N)C